FC1=CC(=CC2=CN(N=C12)C)C=1SC2=C(N1)SC(=C2)C2CCN(CC2)C 7-fluoro-2-methyl-5-[5-(1-methylpiperidin-4-yl)thieno[2,3-d][1,3]thiazol-2-yl]indazole